2-Methyl-valeric acid CC(C(=O)O)CCC